C12(CC3CC(CC(C1)C3)C2)C=2N=C(SC2)N2CCN(CC2)C 1-[4-(adamantan-1-yl)-1,3-thiazol-2-yl]-4-methylpiperazine